[3-bromo-1-[(3,4-dimethoxyphenyl)methyl]-5-oxo-1,2,4-triazol-4-yl]methyl 2,2-dimethylpropanoate CC(C(=O)OCN1C(=NN(C1=O)CC1=CC(=C(C=C1)OC)OC)Br)(C)C